3-(N-(4-bromophenyl)sulfamoyl)-N-(2-fluorobenzyl)benzamide BrC1=CC=C(C=C1)NS(=O)(=O)C=1C=C(C(=O)NCC2=C(C=CC=C2)F)C=CC1